FC1=C(C=CC=C1OC)C(CC1=NC(=NC(=N1)N[C@@H](CO)CC(C)C)NS(=O)(=O)C)C N-(4-(2-(2-Fluoro-3-methoxyphenyl)propyl)-6-(((R)-1-hydroxy-4-methylpentan-2-yl)amino)-1,3,5-triazin-2-yl)methanesulfonamide